Cl.N[C@H](C(=O)N1[C@@H](C[C@H](C1)O)C(=O)NC(CN(C)C)C1=CC=C(C=C1)C1=C(N=CS1)C)C(C)(C)C (2S,4R)-1-((S)-2-Amino-3,3-dimethylbutanoyl)-N-(2-(dimethylamino)-1-(4-(4-methylthiazol-5-yl)phenyl)ethyl)-4-hydroxypyrrolidine-2-carboxamide hydrochloride